CC1CC=2C(NC=NC2CC1C1=C(C=CC(=C1)COC1OCCCC1)C)=O 6-methyl-7-[2-methyl-5-(tetrahydropyran-2-yloxymethyl)phenyl]-5,6,7,8-tetrahydro-3H-quinazolin-4-one